N-[5-[(2R,4R,5R)-5-[[bis(4-methoxyphenyl)-phenyl-methoxy]methyl]-4-hydroxy-tetrahydrofuran-2-yl]-6-oxo-1H-pyrimidin-2-yl]acetamide COC1=CC=C(C=C1)C(OC[C@@H]1[C@@H](C[C@@H](O1)C1=CN=C(NC1=O)NC(C)=O)O)(C1=CC=CC=C1)C1=CC=C(C=C1)OC